Tert-butyl 4-[2-(1-{4-[3-(5-tert-butyl-2H-pyrazol-3-yl)-ureido]-phenyl} 1H-benzimidazol-5-yloxy)-ethyl]-piperazine-1-carboxylate C(C)(C)(C)C=1C=C(NN1)NC(NC1=CC=C(C=C1)N1C=NC2=C1C=CC(=C2)OCCN2CCN(CC2)C(=O)OC(C)(C)C)=O